CC(C)C.[K] Potassium 2-methylpropan